C(CCC\C=C/C\C=C/C\C=C/C\C=C/C\C=C/CC)O[C@@H](C(=O)N1C(O[C@@H]([C@@H]1C)C1=CC=CC=C1)=O)CC (4S,5R)-3-((R)-2-((5Z,8Z,11Z,14Z,17Z)-icosa-5,8,11,14,17-pentaenyloxy)butanoyl)-4-methyl-5-phenyloxazolidin-2-one